N3-Ethyl-9H-pyrido[3,4-b]indole-1,3-dicarboxamide C(C)NC(=O)C1=CC2=C(NC3=CC=CC=C23)C(=N1)C(=O)N